5-(3-isopropyl-5-((1-isopropylpiperidin-4-yl)oxy)-1H-indol-2-yl)-1,3,4-trimethylpyridin-2(1H)-one C(C)(C)C1=C(NC2=CC=C(C=C12)OC1CCN(CC1)C(C)C)C=1C(=C(C(N(C1)C)=O)C)C